Naphthol alpha-phosphate monosodium salt [Na+].P(=O)([O-])(O)OC1=CC=CC2=CC=CC=C12